(R)-1-((3aR,5R,6S,6aS)-6-Fluoro-2,2-dimethyltetrahydrofuro[2,3-d][1,3]dioxol-5-yl)propan-1-ol F[C@H]1[C@H](O[C@@H]2OC(O[C@@H]21)(C)C)[C@@H](CC)O